(2'-fluoro-2,3-dimethoxy(1,1'-biphenyl)-4-yl)boronic acid FC1=C(C=CC=C1)C1=C(C(=C(C=C1)B(O)O)OC)OC